C(C)(C)(C)OC(=O)N1N=C(C2=CC(=CC=C12)C1=C(C=C(C=C1F)CN(C)C(=O)OC(C)(C)C)F)N 3-amino-5-(4-(((tert-butoxycarbonyl)(methyl)amino)methyl)-2,6-difluorophenyl)-1H-indazole-1-carboxylic acid tert-butyl ester